C(C)(C)(C)OC(=O)NCC1(CC1)CC(=O)OC methyl 2-(1-(((tert-butoxycarbonyl)amino)methyl)cyclopropyl)acetate